CN1C(C=2C(C1=O)=CC(=CC2)N=O)=O N-methyl-4-nitroso-phthalimide